N1(CCOCC1)C=1C2=C(N=CN1)N(C(=C2)C2=CC=C(C=C2)NC(=O)CC2=NC=CC(=N2)N2CC(C2)NC(OC(C)(C)C)=O)COCC[Si](C)(C)C tert-butyl N-(1-{2-[({4-[4-(morpholin-4-yl)-7-{[2-(trimethylsilyl)ethoxy]methyl}-7H-pyrrolo[2,3-d]pyrimidin-6-yl]phenyl} carbamoyl)methyl]pyrimidin-4-yl}azetidin-3-yl)carbamate